ClCC[C@@]1(N(C[C@]2(CC2(F)F)C1)C(=O)OC(C)(C)C)C(=O)OC 5-(tert-butyl) 6-methyl (3R,6R)-6-(2-chloroethyl)-1,1-difluoro-5-azaspiro[2.4]heptane-5,6-dicarboxylate